C(#N)C1=NC(=NC(=C1)C)N1CCC2(CC1)[C@@H](CC=1C2=NC=CC1)N[S@](=O)C(C)(C)C (R)-N-((R)-1'-(4-cyano-6-methylpyrimidin-2-yl)-5,6-dihydrospiro[cyclopenta[b]pyridin-7,4'-piperidin]-6-yl)-2-methylpropan-2-sulfinamide